1H-pyrazolo[4,3-d]Pyrimidine N1N=CC=2N=CN=CC21